tert-butyl-N-methyl-N-[2-[2-[2-[(4-nitrophenyl)sulfonylamino]ethoxy]ethoxy]ethyl]carbamate C(C)(C)(C)OC(N(CCOCCOCCNS(=O)(=O)C1=CC=C(C=C1)[N+](=O)[O-])C)=O